ClC1=CC(=CC(=N1)N1CCN(CC1)S(=O)(=O)C1=CC=C(C=C1)N1C(CC(C1)N1[C@@H]2CN[C@H](C1)C2)=O)C(F)(F)F 1-[4-[4-[6-Chloro-4-(trifluoromethyl)-2-pyridyl]piperazin-1-yl]sulfonylphenyl]-4-[(1S,4S)-2,5-diazabicyclo[2.2.1]heptan-2-yl]pyrrolidin-2-one